methyl 2-(1,6-dihydroxy-1,3-dihydrobenzo[c][1,2]oxaborol-3-yl)acetate OB1OC(C2=C1C=C(C=C2)O)CC(=O)OC